amino-6'-carbamoyl-4'-(5-methyl-1H-indazol-4-yl)-[2,2'-bipyridyl]-6-yl triflate O(S(=O)(=O)C(F)(F)F)C1=CC=C(C(=N1)C1=NC(=CC(=C1)C1=C2C=NNC2=CC=C1C)C(N)=O)N